(3R,4S)-1-(3,3-dimethylbutanoyl)-4-fluoropyrrolidin CC(CC(=O)N1CC[C@@H](C1)F)(C)C